N1CC(C1)S(=O)(=O)C1=CC=C(OCC2CN(CC2C)CCC=2C=C(C#N)C=C(C2)Cl)C=C1 3-[2-(3-{[4-(azetidine-3-sulfonyl)phenoxy]methyl}-4-methylpyrrolidin-1-yl)ethyl]-5-chlorobenzonitrile